O(C1=CC=CC=C1)C1=CC=C(C=C1)C=1C=C(N2N=CN=C(C21)N)C2CCC1(OCCO1)CC2 5-(4-Phenoxyphenyl)-7-(1,4-dioxaspiro[4.5]decan-8-yl)pyrrolo[2,1-f][1,2,4]triazin-4-amine